ClC=1C=C(C=CC1)C1=NNC(C2=C(C=C(C=C12)C)C)=O 4-(3-chlorophenyl)-6,8-dimethylphthalazin-1(2H)-one